N-(1,2,3,4-Tetrahydroisoquinolin-7-yl)-2-[4-([1,2,4]triazolo[1,5-a]pyridin-7-yl)phenyl]acetamide C1NCCC2=CC=C(C=C12)NC(CC1=CC=C(C=C1)C1=CC=2N(C=C1)N=CN2)=O